N1=C(C=CC=C1)C1=NN=C(O1)C(O)=NN 5-(pyridin-2-yl)-1,3,4-oxadiazole-2-carboxylic acid hydrazone